NC1=NN=C(S1)C1=C(C2=C(N(C(C1)=O)CC1=CC(=C(C=C1)C)F)C=CC=C2)Cl 4-(5-amino-1,3,4-thiadiazol-2-yl)-5-chloro-1-(3-fluoro-4-methylbenzyl)-1,3-dihydro-2H-benzo[b]azepin-2-one